(4-fluorophenyl)-1-(pyrrolidin-1-yl)prop-2-en-1-one molybdenum [Mo].FC1=CC=C(C=C1)C(C(=O)N1CCCC1)=C